(2',5'-difluoro-[1,1'-biphenyl]-4-carbonyl)glycine FC1=C(C=C(C=C1)F)C1=CC=C(C=C1)C(=O)NCC(=O)O